(S)-2-((((9H-fluoren-9-yl)methoxy)carbonyl)amino)-3-(4-(4-methoxypyridin-2-yl)phenyl)propanoic acid C1=CC=CC=2C3=CC=CC=C3C(C12)COC(=O)N[C@H](C(=O)O)CC1=CC=C(C=C1)C1=NC=CC(=C1)OC